N[C@H](C(=O)NC1=NC=CC(=C1)[C@@H](COC)N1C(N[C@@H](C1)C(F)(F)F)=O)[C@@H]1CC(CCC1)(F)F (S)-2-amino-2-((S)-3,3-difluorocyclohexyl)-N-(4-((S)-2-methoxy-1-((S)-2-oxo-4-(trifluoromethyl)imidazolidin-1-yl)ethyl)pyridin-2-yl)acetamide